5-(3,4-dichlorostyryl)benzol ClC=1C=C(C=CC=2C=CC=CC2)C=CC1Cl